7-(4-fluorophenyl)-2-oxo-1,2-dihydrospiro[pyrido[2,3-b][1,4]oxazine-3,3'-pyrrolidine]-1'-carbonitrile FC1=CC=C(C=C1)C1=CC2=C(OC3(CN(CC3)C#N)C(N2)=O)N=C1